5-n-hexylbicyclo[2.2.1]hept-2-ene C(CCCCC)C1C2C=CC(C1)C2